((2R,3S,4R,5R)-5-(4-aminopyrrolo[2,1-f][1,2,4]triazin-7-yl)-5-cyano-3,4-dihydroxytetrahydrofuran-2-yl)methyl ((R)-2-(benzylthio)-3-(octadecyloxy)propyl) hydrogen phosphate P(=O)(OC[C@H]1O[C@@]([C@@H]([C@@H]1O)O)(C#N)C1=CC=C2C(=NC=NN21)N)(OC[C@@H](COCCCCCCCCCCCCCCCCCC)SCC2=CC=CC=C2)O